4-((S)-4-acryloyl-3-(cyanomethyl)piperazin-1-yl)-7-(benzo[b]thien-7-yl)-6-fluoro-2-(((S)-1-methylpyrrolidin-2-yl)methoxy)quinoline-3-acetonitrile C(C=C)(=O)N1[C@H](CN(CC1)C1=C(C(=NC2=CC(=C(C=C12)F)C1=CC=CC2=C1SC=C2)OC[C@H]2N(CCC2)C)CC#N)CC#N